C(C)OC(CN1C(N2C(C=3C=CC=CC13)=NC=C2)=O)OCC 6-(2,2-diethoxyethyl)imidazo[1,2-c]quinazolin-5(6H)-one